pyrrolizino[2,3-C]quinoline C1=C2C3=C(C=NC2=CC=C1)C=C1C=CCN13